5-(4-fluorobenzoyl)-7-(trimethylsilylethoxymethyl)-7H-pyrrolo[2,3-d]pyrimidine FC1=CC=C(C(=O)C2=CN(C=3N=CN=CC32)COCC[Si](C)(C)C)C=C1